COC1=CC=C(C=C1)CN(C1=C(C=C(C(=N1)OC)CCC=O)F)CC1=CC=C(C=C1)OC 3-[6-[bis[(4-methoxyphenyl)methyl]amino]-5-fluoro-2-methoxy-3-pyridinyl]propanal